3-(5-methyl-1,3-thiazol-2-yl)-5-[(3S)-tetrahydrofuran-3-yloxy]benzamide tert-butyl-2-[2-(2,6-dioxo-3-piperidyl)-6-hydroxy-1-oxo-isoindolin-4-yl]oxyacetate C(C)(C)(C)OC(COC1=C2CN(C(C2=CC(=C1)O)=O)C1C(NC(CC1)=O)=O)=O.CC1=CN=C(S1)C=1C=C(C(=O)N)C=C(C1)O[C@@H]1COCC1